4-(4-bromo-3-fluorophenyl)-4-oxobutanoic acid BrC1=C(C=C(C=C1)C(CCC(=O)O)=O)F